(Z)-2-(((4-((benzhydryloxy)carbonyl)tetrahydro-2H-pyran-4-yl)oxy)imino)-2-(2-((tert-butoxycarbonyl)amino)thiazol-4-yl)acetic acid C(C1=CC=CC=C1)(C1=CC=CC=C1)OC(=O)C1(CCOCC1)O\N=C(/C(=O)O)\C=1N=C(SC1)NC(=O)OC(C)(C)C